N1-{[1-(triphenylmethyl)-1H-tetrazol-5-yl]methyl}ethane-1,2-diamine C1(=CC=CC=C1)C(N1N=NN=C1CNCCN)(C1=CC=CC=C1)C1=CC=CC=C1